5,8-bis-(hydroxymethyl)-tricyclo[5.2.1.02,6]decane OCC1CCC2C3CC(C(C12)C3)CO